COC1=CC=C(C=C1)C1=CC(N(N=C1)CC=1C(=NOC1C)C=1C=NC(=CC1)C)=O 5-(4-methoxyphenyl)-2-[[5-methyl-3-(6-methylpyridin-3-yl)-1,2-oxazol-4-yl]methyl]pyridazin-3-one